2,4-dichloro-6-methoxyl-1,3,5-triazine ClC1=NC(=NC(=N1)Cl)OC